5-(trifluoro-methyl)benzoic acid FC(C=1C=CC=C(C(=O)O)C1)(F)F